C(#N)C=1SC2=C(N1)C=CC(=C2)NC(=O)NNC(NC2=CC(=CC=C2)[N+](=O)[O-])=S N-(2-cyanobenzo[d]thiazol-6-yl)-2-((3-nitrophenyl)carbamothioyl)hydrazine-1-carboxamide